Tert-butyl 6-(2-bromoethyl)-2-azaspiro[3.3]heptane-2-carboxylate BrCCC1CC2(CN(C2)C(=O)OC(C)(C)C)C1